copper 5-bromo-10,15,20-triphenylporphyrin BrC=1C2=CC=C(N2)C(=C2C=CC(C(=C3C=CC(=C(C=4C=CC1N4)C4=CC=CC=C4)N3)C3=CC=CC=C3)=N2)C2=CC=CC=C2.[Cu]